3-bromo-5-(3-methoxypropoxy)benzenesulfonyl chloride BrC=1C=C(C=C(C1)OCCCOC)S(=O)(=O)Cl